4-(4-(2-methoxy-2-oxoethyl)pyridin-2-yl)-2,2-dimethylpiperazine-1-carboxylic acid tert-butyl ester C(C)(C)(C)OC(=O)N1C(CN(CC1)C1=NC=CC(=C1)CC(=O)OC)(C)C